C1(=CC=CC=C1)C1=NC=CC=C1O 2-phenylpyridyl alcohol